(S)-3-((S)-sec-butyl)-4-(1-(2-hydroxyethyl)-6-oxo-1,6-dihydropyridine-3-carbonyl)-1,3,4,5-tetrahydro-2H-benzo[e][1,4]diazepin-2-one [C@H](C)(CC)[C@@H]1N(CC2=C(NC1=O)C=CC=C2)C(=O)C2=CN(C(C=C2)=O)CCO